O=C(CC(=O)SCCNC(CCNC([C@@H](C(COP(OP(OC[C@@H]1[C@H]([C@H]([C@@H](O1)N1C=NC=2C(N)=NC=NC12)O)OP(=O)(O)O)(=O)O)(=O)O)(C)C)O)=O)=O)CC β-ketovaleryl-CoA